BrC=1C(=C(C(=O)O)C=CC1)NC1=C(C=NC2=CC=C(C=C12)Cl)S(=O)(=O)N1CCOCC1 3-bromo-2-[(6-chloro-3-morpholinosulfonyl-4-quinolyl)amino]benzoic acid